3-methoxypentyl acetate C(C)(=O)OCCC(CC)OC